2,2-Di(but-2-yn-1-yl)malononitrile C(C#CC)C(C#N)(C#N)CC#CC